methyl bisThiocarbonate C(SC)([O-])=S